CC1=C(C2=CC=CC=C2CC1)C=1C(N(N=C(C1OC)C)C)=O 4-(3,4-dihydro-2-methyl-1-naphthyl)-5-methoxy-2,6-dimethyl-3(2H)-pyridazinone